6-(2,4-dimethoxypyrimidin-5-yl)-8-((1S,2S)-2-(3-fluoro-4-(trifluoromethyl)phenyl)cyclopropyl)imidazo[1,2-b]pyridazine COC1=NC=C(C(=N1)OC)C=1C=C(C=2N(N1)C=CN2)[C@@H]2[C@H](C2)C2=CC(=C(C=C2)C(F)(F)F)F